Caesium lead bromide [Pb](Br)Br.[Cs]